dimethylsilyl-(tetramethylcyclopentadienyl)(cyclopropylamino)titanium C[SiH](C)[Ti](NC1CC1)C1(C(=C(C(=C1)C)C)C)C